C(C1=CC=CC=C1)OC1=C(OC2(CC2)CO)C=C(C=C1)Br (1-(2-(benzyloxy)-5-bromophenoxy)cyclopropyl)methanol